5-(2,3-Dimethylphenyl)pyrazine-2-carboxylic acid methyl ester COC(=O)C1=NC=C(N=C1)C1=C(C(=CC=C1)C)C